N-[[5-(trifluoromethyl)-2-pyridinyl]methyl]-5,6,7,8-tetrahydroquinoxalin-5-amine FC(C=1C=CC(=NC1)CNC1C=2N=CC=NC2CCC1)(F)F